[Cl-].CC(CCCCCCC)CCOCC[S+]1CCCC1 2-(2-(2-nonanyl)ethoxy)ethyl-tetrahydrothiophenium chloride salt